6-[(1S,2S)-2-(6-chloro-2-cyclopropyl-imidazo[1,2-b]pyridazin-8-yl)cyclopropyl]-1,3-benzothiazole ClC=1C=C(C=2N(N1)C=C(N2)C2CC2)[C@@H]2[C@H](C2)C2=CC1=C(N=CS1)C=C2